C(N)(=O)C1(CCN(CC1)C(=O)OC(C)(C)C)OCC tert-butyl 4-carbamoyl-4-ethoxy-piperidine-1-carboxylate